2-(5'-methoxy-2',3',4',5'-tetrahydro-[1,1'-biphenyl]-4-yl)thiazole COC1CCCC(=C1)C1=CC=C(C=C1)C=1SC=CN1